1-(2-bromoethoxy)pyrene BrCCOC1=CC=C2C=CC3=CC=CC4=CC=C1C2=C34